CC=1N(C(=CC1C=O)C)[C@H](C)C1=CC=CC=C1 (R)-2,5-dimethyl-1-(1-phenylethyl)-1H-pyrrole-3-carbaldehyde